C(C)OC(C1=C(N=CC=C1NC1=CC(=C2N(O1)C1(NO2)CCCCC1)C)NCC1=CC(=C(C=C1)C)C)=O ((3,4-dimethylbenzyl)amino)-4-((8'-methyl-1',5'-dioxa-1',5'-dihydro-2'H-spiro[cyclohexane-1,3'-imidazo[1,5-a]pyridin]-6'-yl)amino)nicotinic acid ethyl ester